1-[(2,4-difluorophenyl)methyl]-3-{[2-fluoro-4-(propan-2-yloxy)phenyl]methyl}-1-(1-methylpiperidin-4-yl)urea FC1=C(C=CC(=C1)F)CN(C(=O)NCC1=C(C=C(C=C1)OC(C)C)F)C1CCN(CC1)C